Ethyl 6-chlorothieno[3,2-c]pyridine-2-carboxylate ClC1=CC2=C(C=N1)C=C(S2)C(=O)OCC